6-[4-fluoro-1-methylpiperidin-4-yl]quinoline-4-carboxylic acid FC1(CCN(CC1)C)C=1C=C2C(=CC=NC2=CC1)C(=O)O